bis(2,4,6-tri-t-butylphenyl)pentaerythritol diphosphate OP(O)(=O)OP(=O)(O)O.C(C)(C)(C)C1=C(C(=CC(=C1)C(C)(C)C)C(C)(C)C)C(O)(C(CO)(CO)CO)C1=C(C=C(C=C1C(C)(C)C)C(C)(C)C)C(C)(C)C